ethyl 3-[4-[3-[5-[(6,7-difluoro-4-methylsulfanyl-1H-indol-5-yl)oxy]-2-fluoro-phenyl]pyrazol-1-yl]-4-methyl-chroman-8-yl]propanoate FC1=C(C(=C2C=CNC2=C1F)SC)OC=1C=CC(=C(C1)C1=NN(C=C1)C1(CCOC2=C(C=CC=C12)CCC(=O)OCC)C)F